[C@@H]1([C@@H](C=CC=C1)C(=O)OCC)C(=O)OCC diethyl trans-cyclohexa-3,5-diene-1,2-dicarboxylate